BrC=1C=2C(N=C3N(C2C=CC1)C1=CC(=CC=C1C31CCCCC1)C1CCN(CC1)CC1COC3(C1)CCN(CC3)C3=CC(=C(C(=C3)F)N3C(CCCC3=O)=O)F)=O (4-(3-((4-(4'-bromo-5'-oxo-5'H-spiro[cyclohexane-1,7'-indolo[1,2-a]quinazolin]-10'-yl)piperidin-1-yl)methyl)-1-oxa-8-azaspiro[4.5]decan-8-yl)-2,6-difluorophenyl)piperidine-2,6-dione